tert-Butyl 2-cyano-2-methylpyrrolidine-1-carboxylate C(#N)C1(N(CCC1)C(=O)OC(C)(C)C)C